1-dibenzofurancarboxamide C1(=CC=CC=2OC3=C(C21)C=CC=C3)C(=O)N